6-amino-3-bromo-2-fluorobenzaldehyde NC1=CC=C(C(=C1C=O)F)Br